(3-bromophenyl)-2-((4-methyl-4H-1,2,4-triazol-3-yl)methyl)propan BrC=1C=C(C=CC1)CC(C)CC1=NN=CN1C